CCCCCCCCCCCCCC(CC(=O)OC(CC(=O)[O-])C[N+](C)(C)C)O 3-hydroxyhexadecanoylcarnitine